S(N)(=O)(=O)C1=NC=CC(=C1)NC(C1=C(N=CC(=C1)C(F)(F)F)N1CCO[C@@H](CC1)C(F)(F)F)=O (S)-N-(2-sulfamoylpyridin-4-yl)-5-(trifluoromethyl)-2-(7-(trifluoromethyl)-1,4-oxazepan-4-yl)nicotinamide